2-(((3-Butyl-3-ethyl-5-(4-fluorophenyl)-7-(methylthio)-1,1-dioxido-2,3,4,5-tetrahydro-1,5-benzothiazepin-8-yl)methyl)thio)-2-methylpropanoic acid C(CCC)C1(CS(C2=C(N(C1)C1=CC=C(C=C1)F)C=C(C(=C2)CSC(C(=O)O)(C)C)SC)(=O)=O)CC